CC=1C=CC=C2[C@H](CCNC12)NCC=1C(=NC(=NC1)SC)NC (4S)-8-methyl-N-[[4-(methylamino)-2-methylsulfanyl-pyrimidin-5-yl]methyl]-1,2,3,4-tetrahydroquinolin-4-amine